NC=1C2=C(N=CN1)N(C(=C2C2=CC(=C(C=C2)OC2=NC(=CC=C2)C)F)Br)CC=O 2-(4-amino-6-bromo-5-(3-fluoro-4-((6-methylpyridin-2-yl)oxy)phenyl)-7H-pyrrolo[2,3-d]pyrimidin-7-yl)acetaldehyde